1,6-dimethyl-4-{4-[3-(2-methyl-phenyl)-1,2,4-oxadiazol-5-yl]piperidin-1-yl}-2-oxo-7-[(oxolan-3-yl)oxy]-1,2-dihydroquinoline-3-carbonitrile CN1C(C(=C(C2=CC(=C(C=C12)OC1COCC1)C)N1CCC(CC1)C1=NC(=NO1)C1=C(C=CC=C1)C)C#N)=O